Methyl 3-(6-(3-nitrophenyl)-2,6-diazaspiro[3.3]heptan-2-yl)-2-nitrobenzoate [N+](=O)([O-])C=1C=C(C=CC1)N1CC2(CN(C2)C=2C(=C(C(=O)OC)C=CC2)[N+](=O)[O-])C1